N1=CC=CC=2CNCCC12 7,8-DIHYDRO-5H-1,6-NAPHTHYRIDINE